3-Phenylpyrrolin-2-on C1(=CC=CC=C1)C1C(NCC1)=O